N1C=CC2=CC=CC(=C12)CNCCC1=C(C=C(C(=C1)OC)Br)OC N-[(indol-7-yl)methyl]-1-(2,5-dimethoxy-4-bromophenyl)-2-aminoethane